FC1=C(C=CC=C1S(=O)(=O)C)NC1=NC=C(C(=N1)C1=CN(C2=C(C=CC=C12)[N+](=O)[O-])S(=O)(=O)C1=CC=C(C)C=C1)C N-(2-fluoro-3-(methylsulfonyl)phenyl)-5-methyl-4-(7-nitro-1-tosyl-1H-indol-3-yl)pyrimidin-2-amine